[Si](C)(C)(C(C)(C)C)O[C@H]1[C@H](C2=CC=CC=C2C1)NC(CN1C(C2=CC=C(C=C2C1=O)C1=NC(=NC=C1Cl)NC1CCOCC1)CC(=O)OC)=O methyl 2-(2-(2-(((1S,2R)-2-((tert-butyldimethylsilyl)oxy)-2,3-dihydro-1H-inden-1-yl)amino)-2-oxoethyl)-5-(5-chloro-2-((oxan-4-yl)amino)pyrimidin-4-yl)-3-oxoisoindolin-1-yl)acetate